linoleic acid chloride C(CCCCCCC\C=C/C\C=C/CCCCC)(=O)Cl